(S)-4-(7-(8-ethyl-7-fluoro-3-(methoxymethoxy)naphthalen-1-yl)-8-fluoro-5-methoxy-2-(methylthio)pyrido[4,3-d]pyrimidin-4-yl)-6-methyl-1,4-oxazepan-6-ol C(C)C=1C(=CC=C2C=C(C=C(C12)C1=C(C=2N=C(N=C(C2C(=N1)OC)N1CCOC[C@](C1)(O)C)SC)F)OCOC)F